BrC=1C=C2C(=[N+](C1)[O-])C=NN2C 6-bromo-1-methyl-4-oxido-pyrazolo[4,3-b]pyridin-4-ium